6-(3-(2-chloro-4-((3-(2,6-dichloro-4-fluorophenyl)-5-methylisoxazol-4-yl)methoxy)phenyl)-3-hydroxyazetidin-1-yl)-5-fluoronicotinic acid ClC1=C(C=CC(=C1)OCC=1C(=NOC1C)C1=C(C=C(C=C1Cl)F)Cl)C1(CN(C1)C1=NC=C(C(=O)O)C=C1F)O